BrC=1C=C(N(N1)C)CCO 2-(5-bromo-2-methyl-pyrazol-3-yl)ethanol